1,9-Diamino-3,7-dioxa-5-(1-amino-2-ethoxy)-nonan NCCOCC(COCCN)OCCN